2-(4-(6-((4-cyano-2-fluorobenzyl)oxy)pyridin-2-yl)-2-fluorobenzyl)-1-(cyclopropylmethyl)-1H-benzo[d]Imidazole-6-carboxylic acid methyl ester COC(=O)C=1C=CC2=C(N(C(=N2)CC2=C(C=C(C=C2)C2=NC(=CC=C2)OCC2=C(C=C(C=C2)C#N)F)F)CC2CC2)C1